C(C1=CC=CC=C1)(=O)C#CC(C1=CC=CC=C1)=O dibenzoyl-acetylene